C1(CCCCC1)C1=C(C=C(C=C1OC)\C=C\C1=C(C=CC=C1)Cl)OC (E)-2-cyclohexyl-5-(2-chlorostyryl)-1,3-dimethoxybenzene